N-(pyridin-4-yl)-3-(((7-(pyridin-4-yl)-2,3-dihydrofuro[3,2-c]pyridin-4-yl)amino)methyl)benzamide N1=CC=C(C=C1)NC(C1=CC(=CC=C1)CNC1=NC=C(C2=C1CCO2)C2=CC=NC=C2)=O